C(C)(C)(C)OC(=O)N1[C@@H](COCC1)C=1C=C(C=C2CCN(CC12)C(=O)N1C2CC(C(C1)CC2)=O)C=2N=C1C(=NC2)NC=C1Cl (3R)-3-(2-(2-oxo-5-azabicyclo[2.2.2]octane-5-carbonyl)-6-(7-chloro-5H-pyrrolo[2,3-b]pyrazin-2-yl)-1,2,3,4-tetrahydroisoquinolin-8-yl)morpholine-4-carboxylic acid tert-butyl ester